C1(=CC=CC=C1)C=1C(=CC=C(C1)NC1=CC=2C(C3=CC=CC=C3C2C=C1)(C1=CC=CC=C1)C1=CC=CC=C1)C1=CC=C(C=C1)C1=CC=CC=C1 (1,1':2',1'':4'',1'''-quaterphenyl-5'-yl)-(9,9-diphenylfluoren-2-yl)amine